2-[3-(1,8-diazaspiro[4.5]decane-8-carbonyl)-5,6-dihydrocyclopenta[c]pyrazol-1(4H)-yl]-1-[4-(2,3-dimethylphenyl)piperazin-1-yl]ethan-1-one N1CCCC12CCN(CC2)C(=O)C=2C1=C(N(N2)CC(=O)N2CCN(CC2)C2=C(C(=CC=C2)C)C)CCC1